BrP(C1=CC=CC=C1)(C1=CC=CC=C1)(C1=CC=CC=C1)C bromo(methyl)triphenyl-λ5-phosphine